FC=1C(=NN(C1CN1CCN(CC1)C)C(CO)(C)C)S(=O)(=O)N(CC1=CC=C(C=C1)OC)CC1=CC=C(C=C1)OC 4-fluoro-1-(1-hydroxy-2-methylpropan-2-yl)-N,N-bis(4-methoxy-benzyl)-5-((4-methylpiperazin-1-yl)methyl)-1H-pyrazole-3-sulfonamide